C(C)C1=C(C(=CC=C1)C)N1CC(C1)C1=CC(=C(CN2CCC(CC2)C(=O)OC)C(=C1)C)C methyl 1-(4-(1-(2-ethyl-6-methylphenyl)azetidin-3-yl)-2,6-dimethylbenzyl)piperidine-4-carboxylate